5-Tert-Butylisoxazol-3-amine C(C)(C)(C)C1=CC(=NO1)N